(5,8-difluoro-quinazolin-4-yl)-{2-[2-fluoro-4-(4-trifluoromethyl-pyridin-2-yloxy)phenyl]ethyl}amine FC1=C2C(=NC=NC2=C(C=C1)F)NCCC1=C(C=C(C=C1)OC1=NC=CC(=C1)C(F)(F)F)F